OC(C(=O)N)CC 2-HYDROXYBUTANAMIDE